CN(CC(=O)N1[C@@](CCC1)(C(=O)N[C@@H](CCC(=O)O)C(=O)O)C)C N,N-dimethyl-glycyl-L-2-methylprolyl-L-glutamic acid